[Cl-].C(CCCCC)N1C(N(C=C1)C)C 1-hexyl-2,3-dimethyl-imidazole chloride salt